3-(4-chloro-2-pyridyl)-3-azabicyclo[3.1.0]Hexane-6-carbonitrile ClC1=CC(=NC=C1)N1CC2C(C2C1)C#N